C(C)(C)(C)OC(N([C@@H]1C[C@H](C1)OC=1C=2N(C=C(C1)C1=CC=C(C=C1)O)C=NC2)C)=O trans-N-methyl-N-[3-[(6-(4-hydroxyphenyl)imidazo[1,5-a]pyridin-8-yl)oxy]cyclobutyl]carbamic acid tert-butyl ester